P(=O)(OC1=CC=CC=C1)(OCCCCCCCCCCCCCCCC)[O-] phenyl cetyl phosphate